L-rhamnopyranosyl-(1->3)-[D-galactopyranosyl-(1->2)] D-glucopyranosiduronic acid O(C1[C@H](O)[C@@H](O)[C@H](O)[C@H](O1)C(=O)O)C1[C@H](O)[C@@H](OC2[C@H](O)[C@H](O)[C@@H](O)[C@@H](O2)C)[C@@H](O)[C@H](O1)CO